OC1OC2=C(N(C1=O)O)C=CC(=C2)OC 2,4-dihydroxy-7-methoxy-1,4-benzoxazin-3-one